N-(3-chlorophenyl)-5-(2-(((1r,4r)-4-hydroxy-1-methylcyclohexyl)amino)-2-oxoacetyl)-1,2,4-trimethyl-1H-pyrrole-3-carboxamide ClC=1C=C(C=CC1)NC(=O)C1=C(N(C(=C1C)C(C(=O)NC1(CCC(CC1)O)C)=O)C)C